ClC=1C(=NC=C(C1)Cl)C(=O)NC=1C=CC(=C2C=CC=NC12)Cl 3,5-dichloro-N-(5-chloroquinolin-8-yl)picolinamide